4-(methylthio)-2-hydroxy-butanal CSCCC(C=O)O